C(CC)[NH+](C)C n-propan-1-yl-(dimethylammonium)